tert-butyl (S)-(1-(4-(benzyloxy)phenyl)-2,2-dimethylpropyl)carbamate C(C1=CC=CC=C1)OC1=CC=C(C=C1)[C@H](C(C)(C)C)NC(OC(C)(C)C)=O